FC(OOOC(F)F)F difluoromethoxyether